thienyl-aminocarbonyl-triazolinone ethyl-5-[[(2-methoxy-1,1-dimethyl-2-oxoethyl)amino]methyl]pyridine-2-carboxylate C(C)OC(=O)C1=NC=C(C=C1)CNC(C(=O)OC)(C)C.S1C(=CC=C1)C1C(N(N=N1)C(=O)N)=O